2-[[4-[2-(5-chloro-2-pyridyl)-2-methyl-1,3-benzodioxol-4-yl]-2,5-difluoro-phenyl]methyl]-3-(2-methoxyethyl)benzimidazole-5-carboxylic acid ClC=1C=CC(=NC1)C1(OC2=C(O1)C=CC=C2C2=CC(=C(C=C2F)CC=2N(C1=C(N2)C=CC(=C1)C(=O)O)CCOC)F)C